C(C)C(CC(C(C(C(=O)O)(C(C)=O)CC(CCCC)CC)(O)C(=O)O)(C(=O)O)CC(CCCC)CC)CCCC.C(CC)OC1(C(C)O1)[Si](OCC)(OCC)C (3-epoxypropoxypropyl)methyldiethoxysilane tri(2-ethylhexyl)acetylcitrate